C(C1=CC=CC=C1)N(C=O)C(CC1CCC1)C(C(=S1CCCC1)C#N)=O N-benzyl-N-[4-cyano-1-cyclobutyl-3-oxo-4-(1λ4-thiolan-1-ylidene)butan-2-yl]formamide